N(C1=CC=CC=C1)[C@H](C)C=1C=C(C=C2C(C=C(OC12)N1CCC(CC1)(C)C)=O)C 8-[(1R)-1-anilinoethyl]-2-(4,4-dimethyl-1-piperidyl)-6-methyl-chromen-4-one